ClC1=CC=C(C=C1)C1=C(CC(CC1)(C)C)CN1[C@@H](CN(CC1)C1=CC=C(C(=O)N)C=C1)C 4-((R)-4-((4'-chloro-4,4-dimethyl-3,4,5,6-tetrahydro-[1,1'-biphenyl]-2-yl)methyl)-3-methylpiperazin-1-yl)benzamide